3,5,5-trimethyl-hexyl isobutyl ether C(C(C)C)OCCC(CC(C)(C)C)C